3-(maleimido)-propanoic acid C1(C=CC(N1CCC(=O)O)=O)=O